C(C1=CC=CC=C1)OC(=O)N1C(C(C[C@H]1C)(CO)N)CC1=C(C(=CC=C1)Br)F (5R)-3-amino-2-[(3-bromo-2-fluorophenyl)methyl]-3-(hydroxymethyl)-5-methylpyrrolidine-1-carboxylic acid benzyl ester